C(C)[C@H]1N(C[C@@H](N(C1)C=1C=2C(N(C(C1)=O)C)=CN(N2)CC#N)CO)C(C)C=2C=C1N=CC=NC1=CC2 2-(7-((2R,5R)-5-ethyl-2-(hydroxymethyl)-4-(1-(quinoxalin-6-yl)ethyl)piperazin-1-yl)-4-methyl-5-oxo-4,5-dihydro-2H-pyrazolo[4,3-b]pyridin-2-yl)acetonitrile